C(C1=CC=CC=C1)OCOC(C(OC(CCCCCCCCCCCCCCC)=O)([2H])[2H])(C(O)([2H])[2H])[2H] 2-(Benzyloxymethyl)-1-palmitoyl-glycerol-d5